ClC1=CC=C(C=C1)CCC(C#N)(CN1N=CN=C1)C1=CC=CC=C1 alpha-[2-(4-chlorophenyl)ethyl]-alpha-phenyl-1H-1,2,4-triazol-1-propionitrile